CC1(COC2=C1C(=CC=C2)OC2=NC=C(C=N2)NC(C(C)(C)NC(OC(C)(C)C)=O)=O)C 1,1-dimethylethyl [2-({2-[(3,3-dimethyl-2,3-dihydro-1-benzofuran-4-yl)oxy]-5-pyrimidinyl}amino)-1,1-dimethyl-2-oxoethyl]carbamate